(2R)-N-{4-[3-(2,4-Difluorophenyl)-5-methyl-4-oxo-4,5,6,7-tetrahydro-1H-pyrrolo[3,2-c]pyridin-2-yl]pyridin-2-yl}-4,4-difluoro-2-(4-fluorophenyl)butanamid FC1=C(C=CC(=C1)F)C1=C(NC2=C1C(N(CC2)C)=O)C2=CC(=NC=C2)NC([C@H](CC(F)F)C2=CC=C(C=C2)F)=O